[C@H]12CC(C[C@H](CC1)N2)NC=2C=1C=CC=NC1C=C(N2)NC2=NNC(=C2)C N5-((1R,3s,5S)-8-azabicyclo[3.2.1]octan-3-yl)-N'-(5-methyl-1H-pyrazol-3-yl)-1,6-naphthyridine-5,7-diamine